3-propoxybenzoic acid C(CC)OC=1C=C(C(=O)O)C=CC1